COCCN(C(O)=O)C1=CC(=CC=C1)C1=NC(=NN1)C1=CC=C(C=C1)OC.C(C)(C)(CC)OOC(C)(C)C1=C(C=CC=C1)C(C)(C)OOC(C)(C)CC bis(t-amylperoxy-isopropyl)benzene 2-Methoxyethyl-{3-[3-(4-methoxyphenyl)-1H-1,2,4-triazol-5-yl]phenyl}carbamate